3-chloropyrazol-5-amine ClC1=NNC(=C1)N